COC=1C=C(C=CC1)C1=C(N=C(O1)C1=CC=C(C=C1)C(F)(F)F)C(=O)NCCC (3-methoxyphenyl)-N-propyl-2-(4-(trifluoromethyl)phenyl)oxazole-4-carboxamide